C[C@@H]1O[C@@H](CN(C1)C1=CC=CC(=N1)/C=C/C1=CC(=NC=C1)CN)C (4-((E)-2-(6-((2S,6R)-2,6-dimethylmorpholino)pyridin-2-yl)vinyl)pyridin-2-yl)methylamine